C1C(CC12CCNCC2)C(=O)[O-] 7-Azaspiro[3.5]Nonane-2-carboxylate